[(2R)-2-[3-(benzyloxymethyl)-2,4-dioxo-pyrimidin-1-yl]-2-[(1S)-1-(hydroxymethyl)-1-(p-tolylsulfonyloxymethyl)-2-triisopropylsilyloxy-ethoxy]ethyl]4-methylbenzenesulfonate C(C1=CC=CC=C1)OCN1C(N(C=CC1=O)[C@@H](COS(=O)(=O)C1=CC=C(C=C1)C)O[C@@](CO[Si](C(C)C)(C(C)C)C(C)C)(COS(=O)(=O)C1=CC=C(C=C1)C)CO)=O